OCCC1CC(N(C1)C(=O)OC(C)(C)C)(C)C tert-butyl 4-(2-hydroxyethyl)-2,2-dimethyl-pyrrolidine-1-carboxylate